C[Zr]C=1C(C2=CC=CC(=C2C1)C)C (methyl)(1,4-dimethylindenyl)zirconium